N-[1-isopropyl-3-(trifluoromethyl)pyrazolo[3,4-d]pyrimidin-6-yl]-2-methyl-3,4-dihydro-1H-isoquinolin-7-amine C(C)(C)N1N=C(C=2C1=NC(=NC2)NC2=CC=C1CCN(CC1=C2)C)C(F)(F)F